4-(1-(2,6-dichlorophenyl)azetidin-3-yl)-2,6-dimethylbenzene ClC1=C(C(=CC=C1)Cl)N1CC(C1)C1=CC(=CC(=C1)C)C